5-Chloro-N-(3,5-dichlorophenyl)-3-(N-(4-ethoxy-3-methoxyphenyl)-N-methylsulfamoyl)thiophene-2-carboxamide ClC1=CC(=C(S1)C(=O)NC1=CC(=CC(=C1)Cl)Cl)S(N(C)C1=CC(=C(C=C1)OCC)OC)(=O)=O